NC1=NC2=CC=C(C=C2C(=C1)CO)C(=O)N1C(CCCC1)C1=C2C=CN(C2=CC=C1)C (2-amino-4-(hydroxymethyl)quinolin-6-yl)(2-(1-methyl-1H-indol-4-yl)piperidin-1-yl)methanone